CCC/C=C/COC(=O)C 2E-hexenyl acetate